ClC=1C(N(C(=C(C1)N1C=NC(=C1Cl)Cl)C1=C(C=C(C=C1F)F)F)CC)=O 3-chloro-5-(4,5-dichloro-1H-imidazol-1-yl)-1-ethyl-6-(2,4,6-trifluorophenyl)pyridin-2(1H)-one